O=C1NC(CCC1N1C(C2=C(C1)C=C(S2)CNC(NCCOCCOCCOCCNC(CNC([O-])=O)=O)=O)=O)=O (1-(5-(2,6-dioxopiperidin-3-yl)-6-oxo-5,6-dihydro-4H-thieno[2,3-c]pyrrol-2-yl)-3,17-dioxo-7,10,13-trioxa-2,4,16-triazaoctadecan-18-yl)carbamate